C(C=C)OC=1C(=C(C=CC1)[Si](=O)C1=CC=CC=C1)C(C)(C)C allyloxytert-butyl-diphenylsilaneOne